ClC1=NC(=NC(=C1F)Cl)N 4,6-dichloro-5-fluoro-pyrimidin-2-amine